ClC=1C=C(C=2N(N1)C=C(N2)C)CC#N 2-(6-chloro-2-methylimidazo[1,2-b]pyridazin-8-yl)acetonitrile